N-[(2R,3R)-1-[2-[3-Cyclopropyl-5-(trifluoromethyl)pyrazol-1-yl]acetyl]-2-[2-methyl-3-(trideuteriomethoxy)phenyl]pyrrolidin-3-yl]-3-methyl-pyrazine-2-carboxamide C1(CC1)C1=NN(C(=C1)C(F)(F)F)CC(=O)N1[C@@H]([C@@H](CC1)NC(=O)C1=NC=CN=C1C)C1=C(C(=CC=C1)OC([2H])([2H])[2H])C